OC1=CC=C(CN2C(=C(C=C2C)C(CN2CC=CC(=C2)S(=O)(=O)N2CCCC2)=O)C)C=C1 1-(2-(1-(4-hydroxybenzyl)-2,5-dimethyl-1H-pyrrol-3-yl)-2-oxoethyl)-5-(pyrrolidin-1-ylsulfonyl)pyridin